NC1CCN(CC1)C1=CC=C(C=N1)C=1C=C2C(=NC1)NC=C2C(C2=C(C(=CC=C2F)NS(N(C)CC)(=O)=O)F)=O 5-[6-(4-Amino-1-piperidyl)-3-pyridyl]-3-[3-[[ethyl(methyl)sulfamoyl]amino]-2,6-difluoro-benzoyl]-1H-pyrrolo[2,3-b]pyridine